diethylene glycol monoethyl ether acetate (2-ethoxyethoxy)ethyl-acetate C(C)OCCOCCOC(C)=O.C(C)(=O)OCCOCCOCC